tin imidazolium N1C=[NH+]C=C1.[Sn+4]